CC=1C(=CN(C1)[Si](C)(C)C)B(O)O 4-METHYL-1-(TRIMETHYLSILYL)-PYRROL-3-YLBORONIC ACID